N=1CN=CCC1 2,5-dihydropyrimidine